O1CCN(CC1)[13C](C)=O 1-morpholinoethan-1-one-1-13C